ClC1=NC=CC(=C1)C1(CC(C1)C)C(=O)O 1-(2-chloropyridin-4-yl)-3-methylcyclobutyl-carboxylic acid